COC=1C=CC=C2C=CC=C(C12)O 8-methoxynaphthalene-1-ol